(1r,3r)-3-aminocyclobutan-1-ol hydrochloride salt Cl.NC1CC(C1)O